N-(3,3-dimethyl-1-(1-(2,4,4-trimethylpentan-2-yl)-1H-tetrazol-5-yl)butyl)quinolin-2-amine CC(CC(C1=NN=NN1C(C)(CC(C)(C)C)C)NC1=NC2=CC=CC=C2C=C1)(C)C